C(C1=CC=CC=C1)C1(C[C@@H]2[C@@H](CN(C2)C(=O)NC2=CC=CC=C2)C1)O (3aR,5r,6aS)-5-benzyl-5-hydroxy-N-phenylhexahydrocyclopenta[c]pyrrole-2(1H)-carboxamide